N(=[N+]=[N-])C1=CC(=C(C(=O)NCC(=O)NCC(=O)O)C=C1)C(F)(F)F (4-azido-2-(trifluoromethyl)benzoyl)glycylglycine